ClC=1C=C(C(=O)NC2=C(C=CC=C2)C(NCCC(C)(C)C)=O)C=C(C1O)Cl 3,5-dichloro-N-(2-((3,3-dimethylbutyl)carbamoyl)phenyl)-4-hydroxybenzamide